Tri-iso-propylcitrat C(C)(C)C(C(C(C(=O)[O-])(C(C)C)C(C)C)(O)C(=O)[O-])C(=O)[O-]